(+)-8-((1S,2S,3S)-3-hydroxy-2-methylcyclopentyl)-6-(difluoromethyl-d)-2-((1-(methylsulfonyl)piperidin-4-yl-4-d)-amino)pyrido[2,3-d]pyrimidin-7(8H)-one O[C@@H]1[C@H]([C@H](CC1)N1C(C(=CC2=C1N=C(N=C2)NC2(CCN(CC2)S(=O)(=O)C)[2H])C([2H])(F)F)=O)C